1,2,3,4,5,6-cyclohexanehexacarboxylic acid C1(C(C(C(C(C1C(=O)O)C(=O)O)C(=O)O)C(=O)O)C(=O)O)C(=O)O